FC(C1=NN=C(O1)C=1C=CC(=NC1)CN1C(C2=CC(=CC=C2C(C1=O)(C)C)N1CCN(CC1)CC(C)C)=O)F 2-((5-(5-(difluoromethyl)-1,3,4-oxadiazole-2-yl)pyridine-2-yl)methyl)-7-(4-isobutylpiperazine-1-yl)-4,4-dimethylisoquinoline-1,3(2H,4H)-dione